The molecule is an optically active form of 3-ammonio-3-phenylpropanoate having (S)-configuration. It is an enantiomer of a (R)-3-ammonio-3-phenylpropanoate. It is a tautomer of a (S)-3-amino-3-phenylpropanoic acid. C1=CC=C(C=C1)[C@H](CC(=O)[O-])[NH3+]